COC(=O)C1=CC2=C(N(CC(CS2(=O)=O)(CCCC)CCCC)C2=CC=CC=C2)C=C1OC 3,3-Dibutyl-7-methoxy-5-phenyl-2,3,4,5-tetrahydro-1,5-benzothiazepine-8-carboxylic acid methyl ester 1,1-dioxide